6-fluoro-N-methyl-5-((1-((3-methyl-2-oxo-4-thioxo-1,2,3,4-tetrahydroquinazolin-7-yl)methyl)azetidin-3-yl)oxy)picolinamide FC1=C(C=CC(=N1)C(=O)NC)OC1CN(C1)CC1=CC=C2C(N(C(NC2=C1)=O)C)=S